aluminum tris(n-propyl acetoacetate) C(CC)CC(CC(=O)[O-])=O.C(CC)CC(CC(=O)[O-])=O.C(CC)CC(CC(=O)[O-])=O.[Al+3]